2-(dibenzothiophen-4-yl)-4-(1,1'-biphenyl-4-yl)-6-(4'-phenyl-1,1'-biphenyl-3-yl)-1,3,5-triazine C1=CC=C(C=2SC3=C(C21)C=CC=C3)C3=NC(=NC(=N3)C3=CC=C(C=C3)C3=CC=CC=C3)C=3C=C(C=CC3)C3=CC=C(C=C3)C3=CC=CC=C3